1-(pyridin-2-ylmethyl)piperazin-2-one N1=C(C=CC=C1)CN1C(CNCC1)=O